C(C)(C)C1=NN(C(=C1C1CCN2C(O1)=C(C(=N2)C(N)=O)S(=O)(=O)N)C(C)C)C(F)(F)F 3,5-diisopropyl-1-(trifluoromethyl)-1H-pyrazol-4-yl-(carbamoyl)-6,7-dihydro-5H-pyrazolo[5,1-b][1,3]oxazine-3-sulfonamide